FC(CN(C(=O)C1=C(C=CC(=C1)F)C1=C2C=NN(C2=CC(=C1)C=C1CN(C1)C(=O)OC(C)(C)C)C)C(C)C)F Tert-butyl 3-[(4-{2-[(2,2-difluoroethyl)(isopropyl)carbamoyl]-4-fluorophenyl}-1-methyl-1H-indazol-6-yl)methylene]azetidine-1-carboxylate